FC(C(=O)O)(F)F.NCC1=C(C=C(C=C1)C1=C(C=NC=C1)N1CCN(CC1)C(\C=C\CN(C)C)=O)C (E)-1-(4-(4-(4-(aminomethyl)-3-methylphenyl)pyridin-3-yl)piperazin-1-yl)-4-(dimethylamino)but-2-en-1-one trifluoroacetate